CC(C(=O)C1=CC=C(C=C1)SC)(C)N1CCOCC1 2-methyl-1-(4-methylsulfanyl-phenyl)-2-morpholinopropan-1-one